bis[3,5-difluoro-2-[5-(trifluoromethyl)-2-pyridyl]phenyl]iridium hexafluorophosphate F[P-](F)(F)(F)(F)F.FC=1C(=C(C=C(C1)F)[Ir+]C1=C(C(=CC(=C1)F)F)C1=NC=C(C=C1)C(F)(F)F)C1=NC=C(C=C1)C(F)(F)F